C(C1=CC=CC=C1)(C1=CC=CC=C1)N1C(CN(CC1)C(=O)C=1C=NC=CC1)CO (4-benzhydryl-3-(hydroxymethyl)piperazin-1-yl)(pyridin-3-yl)methanone